2-amino-4-((1-hydroxy-2-methylhex-2-yl)amino)pyrido[4,3-d]pyrimidine NC=1N=C(C2=C(N1)C=CN=C2)NC(CO)(CCCC)C